C(C)(C)(C)C1=C(C=C(C=N1)C=1N=C2SCCCN2C(C1C#N)=N)F 8-(6-(tert-butyl)-5-fluoropyridin-3-yl)-6-imino-3,4-dihydro-2H,6H-pyrimido[2,1-b][1,3]thiazine-7-carbonitrile